C(C1=CC=CC=C1)N1CC(C(C(C1)C)=O)C 1-benzyl-3,5-dimethyl-4-oxopiperidine